NC(CO[C@@]1([C@H](C[C@@H](O1)N1C(=O)NC(=O)C(C)=C1)O)CO)C 4'-C-(S)-2-aminopropoxythymidine